Pentadecyl ((S)-(((2R,3S,5R)-5-(6-amino-2-fluoro-9H-purin-9-yl)-2-ethynyl-3-hydroxytetrahydrofuran-2-yl) methoxy)(phenoxy)phosphoryl)-L-phenylalaninate NC1=C2N=CN(C2=NC(=N1)F)[C@H]1C[C@@H]([C@@](O1)(C#C)CO[P@](=O)(OC1=CC=CC=C1)N[C@@H](CC1=CC=CC=C1)C(=O)OCCCCCCCCCCCCCCC)O